(2R)-N-(4-methylsulfonylphenyl)piperidine-2-carboxamide hydrochloride Cl.CS(=O)(=O)C1=CC=C(C=C1)NC(=O)[C@@H]1NCCCC1